Myristyl-γ-Picolinium Chloride CCCCCCCCCCCCCC[N+]1=CC=C(C=C1)C.[Cl-]